O1CCN(CC1)C1=NC(=NC(=N1)NC1=CC=CC=C1)NC1=C(C(=C(C=C1)C=CC1=CC=C(C=C1)NC1=NC(=NC(=N1)N1CCOCC1)NC1=CC=CC=C1)S(=O)(=O)[O-])S(=O)(=O)[O-] 4,4'-bis-(2-morpholino-4-anilino-s-triazin-6-ylamino)stilbendisulfonat